(R)-1-(7-(((1r,4R)-4-aminocyclohexyl)amino)-1-(isopropylamino)-2,6-naphthyridin-3-yl)benzoic acid NC1CCC(CC1)NC1=NC=C2C=C(N=C(C2=C1)NC(C)C)[C@@]1(C(=O)O)CC=CC=C1